tert-butyl (4-(1-methyl-2-(phenylcarbamoyl)-1H-imidazol-4-yl)phenyl)carbamate CN1C(=NC(=C1)C1=CC=C(C=C1)NC(OC(C)(C)C)=O)C(NC1=CC=CC=C1)=O